8-cyclopropyl-2-methyl-6-(4,4,5,5-tetramethyl-1,3,2-dioxaborolan-2-yl)imidazo[1,2-b]pyridazine C1(CC1)C=1C=2N(N=C(C1)B1OC(C(O1)(C)C)(C)C)C=C(N2)C